(±)-tert-butyl 4-[7-chloro-5-[2-[(2,5-dioxopyrrolidin-1-yl)methyl]thieno[3,2-b]pyridin-7-yl]chroman-4-yl]piperazine-1-carboxylate ClC1=CC(=C2[C@@H](CCOC2=C1)N1CCN(CC1)C(=O)OC(C)(C)C)C1=C2C(=NC=C1)C=C(S2)CN2C(CCC2=O)=O |r|